FC1(CCC(CC1)N(C(OC(C)(C)C)=O)CCCCO)F tert-butyl (4,4-difluorocyclohexyl)(4-hydroxybutyl)carbamate